2-allyl-6-(2-methyl-4-pyridylamino)-1-[m-(4-piperidyloxy)phenyl]-1,2-dihydro-3H-1,2,5,7-tetraazainden-3-one C(C=C)N1N(C2=NC(=NC=C2C1=O)NC1=CC(=NC=C1)C)C1=CC(=CC=C1)OC1CCNCC1